(S)-quinuclidin-3-yl((R)-5-(3-chloro-5-isopropoxyphenyl)-6-fluoro-2,2-dimethyl-2,3-dihydro-1H-inden-1-yl)carbamate N12C[C@H](C(CC1)CC2)OC(N[C@@H]2C(CC1=CC(=C(C=C21)F)C2=CC(=CC(=C2)OC(C)C)Cl)(C)C)=O